[K+].P(=O)(OCCCCCCCCCCCCCC)([O-])[O-].[K+] myristyl phosphate potassium salt